N1C(=CC=C1)C1=NC=CC=C1 2-(1H-pyrrol-2-yl)pyridine